NCC1=NNC(C2=C(C=C(C=C12)C=1C=NN(C1C1=C(C#N)C(=CC(=C1F)Cl)OC1CC1)C)C#CC1CC1)=O 2-(4-(4-(Aminomethyl)-8-(cyclopropylethynyl)-1-oxo-1,2-dihydro-phthalazin-6-yl)-1-methyl-1H-pyrazol-5-yl)-4-chloro-6-cyclopropyloxy-3-fluorobenzonitrile